methyl 2-(bromomethyl)-3-(2-(tert-butoxy)-2-oxoethoxy)-5-fluorobenzoate BrCC1=C(C(=O)OC)C=C(C=C1OCC(=O)OC(C)(C)C)F